C(C)(C)(C)N1CCN(CC1)C1=CC=C(C=C1)C(NC1=CC2=C(NC(=N2)CN2[C@H](CCC2)C)C=C1)=O tert-butyl-(S)-4-(4-((2-((2-methylpyrrolidin-1-yl)methyl)-1H-benzo[d]imidazol-5-yl)carbamoyl)phenyl)piperazine